BrC=1C=C(C(=O)O)C=C(C1)NC(=O)OCCC 3-Bromo-5-((n-propoxycarbonyl)amino)benzoic acid